C(C)N1C(NC2=CC(=CC=C2C1=S)C=C1CCN(CC1)C=1C=CC(=NC1F)C(=O)NC)=O 5-(4-((3-ethyl-2-oxo-4-thioxo-1,2,3,4-tetrahydroquinazolin-7-yl)methylene)piperidin-1-yl)-6-fluoro-N-methylpicolinamide